tert-butyl (1R,4R)-5-(2-(3,7-dibromo-10H-benzo[b]pyrido[2,3-e][1,4]oxazin-10-yl)ethyl)-2,5-diazabicyclo[2.2.1]heptane-2-carboxylate BrC1=CC2=C(N(C3=C(O2)C=C(C=C3)Br)CCN3[C@H]2CN([C@@H](C3)C2)C(=O)OC(C)(C)C)N=C1